O=C([C@H](O)[C@@H](O)[C@H](O)[C@@H](O)CO)[O-] L-idonate